C(=O)C1=C(SC=C1)C1=NC=C(C(=N1)C)O[C@@H]1C[C@H](CCC1)C(=O)O.NC1=NC(=NC=C1C(=O)NC1=CC(=CC(=C1)Cl)Cl)N1CCC(CC1)(C)N 4-amino-2-(4-amino-4-methylpiperidin-1-yl)-N-(3,5-dichlorophenyl)pyrimidine-5-carboxamide (1S,3S)-3-((2-(3-formylthiophen-2-yl)-4-methylpyrimidin-5-yl)oxy)cyclohexane-1-carboxylate